GLYCYL-HISTIDINE NCC(=O)N[C@@H](CC1=CNC=N1)C(=O)O